N-(2,6-difluoro-4-iodo-phenyl)-3-fluoro-2,5-dimethyl-benzenesulfonamide FC1=C(C(=CC(=C1)I)F)NS(=O)(=O)C1=C(C(=CC(=C1)C)F)C